COC=1C(=C2C=CN(C2=C(C1)C)C(=O)OC(C)(C)C)CN1[C@@H](C[C@H](CC1)N1N=CC=C1)C1=CC=C(C=C1)C(=O)OC Tert-butyl 5-methoxy-4-(((2S,4S)-2-(4-(methoxycarbonyl)phenyl)-4-(1H-pyrazol-1-yl)piperidin-1-yl)methyl)-7-methyl-1H-indole-1-carboxylate